COC=1C=C2C(=CNC2=CC1)C(CN(C)C)CC 2-(5-methoxy-1H-indol-3-yl)-N,N-dimethylbutan-1-amine